methyl-N4-(2-oxo-2,3-dihydro-1,3-benzooxazol-5-yl)-N2-[2-(1,3,5-trimethyl-3,7-diazabicyclo[3.3.1]non-7-yl)pyridin-5-yl]-2,4-pyrimidinediamine CC=1C(=NC(=NC1)NC=1C=CC(=NC1)N1CC2(CN(CC(C1)(C2)C)C)C)NC=2C=CC1=C(NC(O1)=O)C2